COC(=O)C=1C=CC2=C(C=NO2)C1 benzo[d]isoxazole-5-carboxylic acid methyl ester